2-ethylhexyl-p-(dimethylamino)benzoate C(C)C(COC(C1=CC=C(C=C1)N(C)C)=O)CCCC